[Sn].[Bi].[Sn] tin-bismuth-tin